ClC=1C=C(C=C(C1OCCCl)C#N)C(C)(C)C1=CC=C(OCC=2SC=C(N2)NS(=O)(=O)C)C=C1 N-(2-((4-(2-(3-chloro-4-(2-chloroethoxy)-5-cyanophenyl)propan-2-yl)phenoxy)methyl)thiazol-4-yl)methanesulfonamide